(±)-1-Aminopyrrolidin-3-ol NN1C[C@@H](CC1)O |r|